N-(4-{[6-(5-chloro-2-fluorophenyl)-3-[(3-hydroxycyclobutyl)methoxy]pyridazin-4-yl]amino}pyridin-2-yl)-2-(4-methyl-1,4-diazepan-1-yl)acetamide ClC=1C=CC(=C(C1)C1=CC(=C(N=N1)OCC1CC(C1)O)NC1=CC(=NC=C1)NC(CN1CCN(CCC1)C)=O)F